C(C1=CC=CC=C1)OC(=O)NC(=N)C1=CC=C(CNC(=O)[C@H]2N(C[C@@H](C2)C#N)C(=O)OC(C)(C)C)C=C1 tert-butyl (2S,4R)-2-((4-(N-((benzyloxy)carbonyl)carbamimidoyl)benzyl)carbamoyl)-4-cyanopyrrolidine-1-carboxylate